((5R)-1,4-diazabicyclo[3.2.1]octan-4-yl)aniline N12CCN([C@H](CC1)C2)NC2=CC=CC=C2